FC1CN(C1)C1=NC=C(C=N1)NC(=O)N[C@H](C(F)(F)F)C=1OC2=C(C1C)C=C(C=C2)F (S)-1-(2-(3-fluoroazetidin-1-yl)pyrimidin-5-yl)-3-(2,2,2-trifluoro-1-(5-fluoro-3-methylbenzofuran-2-yl)ethyl)urea